C(C=C)(=O)C1C=CC2=CC=CC=C12 acryloyl-indene